FC(C1=NNC=C1C(=O)N)(F)F 3-(trifluoromethyl)pyrazole-4-carboxamide